O1CCN(CC1)C1=NC(=NN2C1=CC(=C2)C(=O)N2CCNCC2)N/N=C/C=2C=C(C=CC2)C [4-morpholino-2-[(2E)-2-(m-tolylmethylene)hydrazino]pyrrolo[2,1-f][1,2,4]triazin-6-yl]-piperazin-1-yl-methanone